N-(6-(4-methylpiperazin-1-yl)pyridin-3-yl)-5-(3-((1-methylpiperidin-4-yl)oxy)quinoxalin-6-yl)-7H-pyrrolo[2,3-d]pyrimidin-2-amine CN1CCN(CC1)C1=CC=C(C=N1)NC=1N=CC2=C(N1)NC=C2C=2C=C1N=C(C=NC1=CC2)OC2CCN(CC2)C